2-tert-butyl 1,1-diethyl 1-[2-(3-fluorophenyl)ethyl]ethane-1,1,2-tricarboxylate FC=1C=C(C=CC1)CCC(CC(=O)OC(C)(C)C)(C(=O)OCC)C(=O)OCC